4-(1,2-benzisothiazol-3-yl)piperazine S1N=C(C2=C1C=CC=C2)N2CCNCC2